C(C)N1C[C@@H](CC1)CCNC1=C(C=CC=C1)S(=O)(=O)NC1=CC=C2[C@@H]3[C@H](COC2=C1C(=O)O)C3 |&1:24,25| (1aRS,7bSR)-5-{2-[2-((R)-1-ethylpyrrolidin-3-yl)ethylamino]-benzenesulfonylamino}-1,1a,2,7b-tetrahydrocyclopropa-[c]chromene-4-carboxylic acid